3-(3-bromo-6-(2-hydroxyphenyl)-2H-indazol-2-yl)-N,N-dimethylpropan-1-amine BrC=1N(N=C2C=C(C=CC12)C1=C(C=CC=C1)O)CCCN(C)C